bis(di-t-butylphenyl)-phenyl-phosphonite C(C)(C)(C)C=1C(=C(C=CC1)OP(OC1=C(C(=CC=C1)C(C)(C)C)C(C)(C)C)C1=CC=CC=C1)C(C)(C)C